(2s)-2,5-diaminovaleric acid 2-oxoglutarate O=C(C(=O)O)CCC(=O)O.N[C@H](C(=O)O)CCCN